NC1=CC=C(C=C1)C=1C(CC(N(N1)C1CC1)=O)C 6-(4-aminophenyl)-2-cyclopropyl-5-methyl-4,5-dihydropyridazin-3(2H)-one